CC(CC/C=C(/C)\\CC/C=C(\\C)/CC/C=C(\\C)/CCC=C(C)C)CCOP(=O)(O)OP(=O)(O)OC1[C@@H]([C@H]([C@@H]([C@H](O1)CO)O[C@H]2[C@@H]([C@H]([C@@H]([C@H](O2)CO)O[C@H]3[C@H]([C@H]([C@@H]([C@H](O3)CO[C@@H]4[C@H]([C@H]([C@@H]([C@H](O4)CO)O)O[C@@H]5[C@H]([C@H]([C@@H]([C@H](O5)CO)O)O)O[C@@H]6[C@H]([C@H]([C@@H]([C@H](O6)CO)O)O)O)O)O)O[C@@H]7[C@H]([C@H]([C@@H]([C@H](O7)CO)O)O)O[C@@H]8[C@H]([C@H]([C@@H]([C@H](O8)CO)O)O)O[C@@H]9[C@H]([C@H]([C@@H]([C@H](O9)CO)O)O)O)O)O)NC(=O)C)O)NC(=O)C The molecule is a dolichyl diphosphooligosaccharide in which the oligosaccharide moiety is the Man7GlcNAc2 branched nonasaccharide alpha-D-Man-(1->2)-alpha-D-Man-(1->2)-alpha-D-Man-(1->3)-[alpha-D-Man-(1->3)-alpha-D-Man-(1->3)-alpha-D-Man-(1->6)]-beta-D-Man-(1->4)-beta-D-GlcNAc-(1->4)-D-GlcNAc. It is a conjugate acid of an alpha-D-Man-(1->2)-alpha-D-Man-(1->2)-alpha-D-Man-(1->3)-[alpha-D-Man-(1->2)-alpha-D-Man-(1->3)-alpha-D-Man-(1->6)]-beta-D-Man-(1->4)-beta-D-GlcNAc-(1->4)-D-GlcNAc(PP-Dol)(2-).